C(C)(=O)NC1=NC=CC2=C1NC1=CC(=CC=C21)C(=O)N[C@H](C)C2=CC=CC=C2 (R)-1-acetamido-N-(1-phenylethyl)-9H-pyrido[3,4-b]indole-7-carboxamide